The molecule is a mannotetarose consisting of three alpha-D-mannopyranose residues and a D-mannopyranose residue joined in sequence by (1->2), (1->2) and (1->3) glycosidic bonds. C([C@@H]1[C@H]([C@@H]([C@@H]([C@H](O1)O[C@H]2[C@H]([C@@H]([C@H](O[C@@H]2O[C@H]3[C@H]([C@@H]([C@H](O[C@@H]3O[C@H]4[C@@H]([C@H](OC([C@H]4O)O)CO)O)CO)O)O)CO)O)O)O)O)O)O